CC([O-])C.CC([O-])C.CC([O-])C.C(C)(=O)[O-].[Ti+4] Titanium Acetate Triisopropoxide